C(C)N1C(=NN(C1=O)C=1C=C2[C@H](CN(C(C2=CC1F)=O)C1=C(C=CC=C1)C)C(C)C)CO |o1:11| (R*)-6-(4-Ethyl-3-(hydroxymethyl)-5-oxo-4,5-dihydro-1H-1,2,4-triazol-1-yl)-7-fluoro-4-isopropyl-2-(o-tolyl)-3,4-dihydroisoquinolin-1(2H)-one